C1(CCC1)NC(=O)C=1N=NC(=CC1)N1[C@H](C2=C(CC1)NC=N2)C2=NN1C(C(=CC=C1)F)=C2 (R)-N-cyclobutyl-6-(4-(4-fluoropyrazolo[1,5-a]pyridin-2-yl)-1,4,6,7-tetrahydro-5H-imidazo[4,5-c]pyridin-5-yl)pyridazine-3-carboxamide